Ethyl (Z)-4-[2-(1,3-dioxan-2-yl)ethyl]-6,6,7,7,8,8,9,9,9-nonafluoro-3-methyl-2-[2-(thiophen-2-yl)ethyl]non-2-enoate O1C(OCCC1)CCC(\C(=C(/C(=O)OCC)\CCC=1SC=CC1)\C)CC(C(C(C(F)(F)F)(F)F)(F)F)(F)F